5-[2-(3-Bromo-5-trifluoromethyl-phenylamino)-5-methyl-pyrimidin-4-ylamino]-3H-benzooxazol-2-one BrC=1C=C(C=C(C1)C(F)(F)F)NC1=NC=C(C(=N1)NC=1C=CC2=C(NC(O2)=O)C1)C